OC1=NC=C(C=C1O)C(F)(F)F 2,3-dihydroxy-5-trifluoromethylpyridine